ClC=1C=C(C=NC1N1N=CC=N1)NC(C1=NC=CC(=C1C)C1=C2C=CC=NC2=CC=C1)=O N-(5-chloro-6-(2H-1,2,3-triazol-2-yl)pyridin-3-yl)-3-methyl-4-(quinolin-5-yl)picolinamide